C(C1=CC=CC=C1)N[C@@H]1C=C([C@@H]([C@@H]([C@H]1O)O)O)CF (1S,2S,3S,6R)-6-(benzylamino)-4-(fluoromethyl)cyclohex-4-ene-1,2,3-triol